C(C1=CC=CC=C1)OC(=O)C=1NC=CC1C1CCN(CC1)C(=O)OC(C)(C)C tert-Butyl 4-(2-benzyloxycarbonyl-1H-pyrrol-3-yl)piperidine-1-carboxylate